(R)-2-(3-((6-(2-hydroxy-4-(trifluoromethyl)phenyl)-5-methylpyridazin-3-yl)amino)piperidin-1-yl)acetic acid OC1=C(C=CC(=C1)C(F)(F)F)C1=C(C=C(N=N1)N[C@H]1CN(CCC1)CC(=O)O)C